((1R,5S,6s)-6-((4-(2-aminopropan-2-yl)-6-(4-fluorophenyl)pyridin-2-yl)oxy)-3-azabicyclo[3.1.0]hexan-3-yl)(2-methyl-8-(1H-1,2,3-triazol-4-yl)imidazo[1,2-a]pyridin-6-yl)methanone NC(C)(C)C1=CC(=NC(=C1)C1=CC=C(C=C1)F)OC1[C@@H]2CN(C[C@H]12)C(=O)C=1C=C(C=2N(C1)C=C(N2)C)C=2N=NNC2